N-(2-methoxy-4-(1-methyl-1H-imidazol-2-yl)phenyl)-6-methyl-8-(2-oxa-7-azaspiro[4.4]nonan-7-yl)pyrido[3,4-d]pyrimidin-2-amine COC1=C(C=CC(=C1)C=1N(C=CN1)C)NC=1N=CC2=C(N1)C(=NC(=C2)C)N2CC1(CCOC1)CC2